ClC=1C(NN=CC1N1C[C@@H](CC1)OC1=NC(=CC(=C1)C=1C(=NN(C1C)CCN(C)C)C)F)=O (R)-4-chloro-5-(3-((4-(1-(2-(dimethylamino)ethyl)-3,5-dimethyl-1H-pyrazol-4-yl)-6-fluoropyridin-2-yl)oxy)pyrrolidin-1-yl)pyridazin-3(2H)-one